C(C1=CC=CC=C1)N1CCC2(CC1)C(C1=CC=C(C=C1C2)Cl)=O benzyl-5-chlorospiro[indene-2,4'-piperidine]-1(3H)-one